O=C1NC(CCC1C1=NN(C2=C(C=CC=C12)N1CC(C1)C1CCN(CC1)C(=O)OC(C)(C)C)C)=O tert-butyl 4-(1-(3-(2,6-dioxopiperidin-3-yl)-1-methyl-1H-indazol-7-yl)azetidin-3-yl)piperidine-1-carboxylate